3-(3-methyl-1-octanoyl-4-chloroindolin-3-yl)propionitrile CC1(CN(C2=CC=CC(=C12)Cl)C(CCCCCCC)=O)CCC#N